NCC=1C=C(C(=O)O)C=C(C1)S(=O)(=O)C 3-(aminomethyl)-5-(methylsulfonyl)benzoic acid